2-ethyl-1-hexanolate C(C)C(C[O-])CCCC